5-[6-(ethoxymethyl)-3-(1H-imidazol-5-yl)-7-(trifluoromethyl)imidazo[1,2-a]pyrimidin-2-yl]-3-(trifluoromethyl)-1H-1,2,4-triazole C(C)OCC=1C(=NC=2N(C1)C(=C(N2)C2=NC(=NN2)C(F)(F)F)C2=CN=CN2)C(F)(F)F